C(C=C)(=O)O.COCOC methylal monoacrylate